4-(3-(4-Acryloylpiperazin-1-yl)azetidin-1-yl)-6-(1-methyl-2-oxo-1,8-diazaspiro[4.5]decan-8-yl)-2-(trifluoromethyl)nicotinonitrile C(C=C)(=O)N1CCN(CC1)C1CN(C1)C1=CC(=NC(=C1C#N)C(F)(F)F)N1CCC2(CCC(N2C)=O)CC1